2-(1-Hydrazinylpropyl)-5-(Trifluoromethyl)Pyridine N(N)C(CC)C1=NC=C(C=C1)C(F)(F)F